ClC1=C(C=C(C=C1)C(F)(F)F)C=1C(=CC(N(C1)CC(=O)N(C)C)=O)C(=O)OC methyl 5-(2-chloro-5-(trifluoromethyl)phenyl)-1-(2-(dimethylamino)-2-oxoethyl)-2-oxo-1,2-dihydropyridine-4-carboxylate